2-({7-amino-1-oxo-4-[3-(thiophen-2-yl)-1H-indazol-5-yl]-2,3-dihydro-1H-isoindol-2-yl}methyl)-N-methylprop-2-enamide NC=1C=CC(=C2CN(C(C12)=O)CC(C(=O)NC)=C)C=1C=C2C(=NNC2=CC1)C=1SC=CC1